C[C@@H]1[C@H](C1)[C@H](NS(=O)(=O)C1=CC=C(C=C1)OC(F)(F)F)C1=CC=CC=C1 N-((S)-((1S,2S)-2-methylcyclopropyl)(phenyl)methyl)-4-(trifluoromethoxy)benzenesulfonamide